BrC=1C=C(C=C(C1)F)C=1C(=NC(=NC1)NC=1C=NN(C1)C)NC=1C=C(C=CC1F)NC(C=C)=O N-(3-((5-(3-bromo-5-fluorophenyl)-2-((1-methyl-1H-pyrazol-4-yl)amino)pyrimidin-4-yl)amino)-4-fluorophenyl)acrylamide